CN(C(C)=O)C/C=C/C(=O)OCC Ethyl (E)-4-(N-methylacetamido)but-2-enoate